[Si].[Ge] germanium-silicon